2-Bromo-N-(2,2,2-trifluoroethyl)pyridin-4-amine BrC1=NC=CC(=C1)NCC(F)(F)F